CN(C(=O)C1=CNC(=C1)C1=CC2=CC=CC=C2C(=C1)C(C)NC(C1=C(C=CC(=C1)N1CCN(CC1)C)C)=O)C N,N-dimethyl-5-(4-(1-(2-methyl-5-(4-methylpiperazin-1-yl)benzamido)ethyl)naphthalen-2-yl)-1H-pyrrole-3-carboxamide